tert-Butyl-(S,E)-(2-(2-(2-(N-((1,2,3,5,6,7-hexahydro-s-indacen-4-yl)carbamoyl)sulfamoyl)vinyl)-2-methylpyrrolidin-1-yl)ethyl)(methyl)carbamat C(C)(C)(C)OC(N(C)CCN1[C@](CCC1)(C)\C=C\S(NC(NC1=C2CCCC2=CC=2CCCC12)=O)(=O)=O)=O